O=C1N(CCC(N1COCC[Si](C)(C)C)=O)C1=C2C=NN(C2=CC=C1F)C1CCN(CC1)C(=O)[O-] 4-(4-(2,4-dioxo-3-((2-(trimethylsilyl)ethoxy)methyl)tetrahydropyrimidin-1(2H)-yl)-5-fluoro-1H-indazol-1-yl)piperidine-1-carboxylate